NS(=O)N thiaurea